C[C@H]1CN(CCC1)C1CCN(CC1)C=1SC(=CN1)C(=O)N 2-[(3R)-3-methyl[1,4'-bipiperidin]-1'-yl]-1,3-thiazole-5-carboxamide